3-(4-fluoro-3-nitrobenzyl)-5-(trifluoromethyl)pyrrolidin-2-one FC1=C(C=C(CC2C(NC(C2)C(F)(F)F)=O)C=C1)[N+](=O)[O-]